C1(CC1)C1=NC=NC(=C1C=1N=CC2=C(N(C3=CC(=CC=C23)NS(=O)(=O)C)CC2=CC=C(C=C2)C=2N(C=C(N2)C(F)(F)F)C)N1)OC N-(2-(4-cyclopropyl-6-methoxypyrimidin-5-yl)-9-(4-(1-methyl-4-(trifluoromethyl)-1H-imidazol-2-yl)benzyl)-9H-pyrimido[4,5-b]indol-7-yl)methanesulfonamide